NC1CCC(CC1)NC1=NC2=CC=C(C=C2C=N1)C1=CC=C(N=N1)NS(=O)(=O)C1=C(C=CC=C1)Cl N-(6-(2-(((1r,4r)-4-aminocyclohexyl)amino)quinazolin-6-yl)pyridazin-3-yl)-2-chlorobenzene-sulfonamide